ClC1=C(C=2N=C(N=C(C2C=N1)N1CCOC[C@@](C1)(C)O)OC[C@]12[C@H](N(CCC1)C(=O)OC(C)(C)C)CCC2)F tertbutyl (4aS,7aR)-4a-(((7-chloro-8-fluoro-4-((S)-6-hydroxy-6-methyl-1,4-oxazepan-4-yl)pyrido[4,3-d]pyrimidin-2-yl)oxy)methyl)octahydro-1H-cyclopenta[b]pyridine-1-carboxylate